1-amino-3,6,9,12-tetraoxapentadecane-15-oic acid NCCOCCOCCOCCOCCC(=O)O